ClC1=CC(=C(N=N1)N)C1=C(C=C(C=C1F)Cl)F 6-chloro-4-(4-chloro-2,6-difluoro-phenyl)pyridazin-3-amine